FC=1C(=C(C(=C(C(=O)O)C1)F)F)F (tetrafluoro)benzoic acid